OC1=NN(C=C1)C(=O)OCCCC butyl 3-hydroxypyrazole-1-carboxylate